C(CCC)C=1N=NC=CC1 Butylpyridazine